C1OCC2C1CN(C2)C2=C(CN1CC3(CC1)CCN(CC3)C(=O)OC(C(F)(F)F)C(F)(F)F)C(=CC=C2)C(F)(F)F 1,1,1,3,3,3-Hexafluoropropan-2-yl 2-(2-(tetrahydro-1H-furo[3,4-c]pyrrol-5(3H)-yl)-6-(trifluoromethyl) benzyl)-2,8-diazaspiro[4.5]decane-8-carboxylate